C(C)S(=O)(=O)NC1=CC(=C(C(=O)NC=2C=C(C3=C(CCO3)C2)N2CCCCC2)C=C1)N1CCC2(CC2)CC1 4-(Ethylsulfonamido)-N-(7-(piperidin-1-yl)-2,3-dihydrobenzofuran-5-yl)-2-(6-azaspiro[2.5]octan-6-yl)benzamide